5-bromo-6-methyl-N-(oxan-2-yl)-N-(pyridin-4-ylmethyl)thieno[3,2-c][1,2]thiazol-3-amine BrC1=C(C2=NSC(=C2S1)N(CC1=CC=NC=C1)C1OCCCC1)C